(2R,4S)-2-(6-(3-azabicyclo[3.1.0]hex-3-yl)pyridin-3-yl)-4-((tert-butyldimethylsilyl)oxy)pyrrolidine-1-carboxylic acid tert-butyl ester C(C)(C)(C)OC(=O)N1[C@H](C[C@@H](C1)O[Si](C)(C)C(C)(C)C)C=1C=NC(=CC1)N1CC2CC2C1